FC=1C=C(C=CC1F)C=1C=C(C=NC1)OC=1C=NC(=C(C#N)C1)OC1CCN(CC1)C(CO)=O 5-((5-(3,4-difluorophenyl)pyridin-3-yl)oxy)-2-((1-(2-hydroxy-acetyl)piperidin-4-yl)oxy)nicotinonitrile